4-(4-(3-amino-7-chloroisoquinolin-6-yl)piperazin-1-yl)-4-methyltetrahydrofuran-3-ol NC=1N=CC2=CC(=C(C=C2C1)N1CCN(CC1)C1(C(COC1)O)C)Cl